FC(CNCC1=NC2=C(C=CC=C2C=C1)NS(=O)(=O)C1=CC=C(C=C1)C(F)(F)F)F N-(2-(((2,2-Difluoroethyl)amino)methyl)quinolin-8-yl)-4-(trifluoromethyl)benzenesulfonamide